(R)-8-(1-((2-(8-fluoro-1-hydroxy-1H-benzo[d][1,2,6]oxazaborinin-6-yl)pyridin-3-yl)amino)ethyl)-3,6-dimethyl-2-(piperidin-1-yl)-4H-chromen-4-one FC1=CC(=CC=2C=NOB(C21)O)C2=NC=CC=C2N[C@H](C)C=2C=C(C=C1C(C(=C(OC21)N2CCCCC2)C)=O)C